2-amino-3-(3-fluorophenyl)propanoic acid NC(C(=O)O)CC1=CC(=CC=C1)F